N-(phenylsulphonyl)leucine C1(=CC=CC=C1)S(=O)(=O)N[C@@H](CC(C)C)C(=O)O